3-[tris(trimethylsilyloxy)silyl]propyl acrylate C(C=C)(=O)OCCC[Si](O[Si](C)(C)C)(O[Si](C)(C)C)O[Si](C)(C)C